Tert-butyl trans-3-(difluoromethoxy)-6-azabicyclo[3.1.1]heptane-6-carboxylate FC(OC1CC2N(C(C1)C2)C(=O)OC(C)(C)C)F